ClC1=C(OCC2CCN(CC2)C(=O)N2C[C@H]3[C@H](OCC(N3)=O)CC2)C=CC(=C1)F (-)-(4aS,8aR)-6-(4-((2-Chloro-4-fluorophenoxy)methyl)piperidine-1-carbonyl)hexahydro-2H-pyrido[4,3-b][1,4]oxazin-3(4H)-one